CC=1C=CC=C2C(=CC(=NC12)C=1SC2=C(C1C)C=CC=C2)C(=O)O 8-methyl-2-(3-methyl-1-benzothien-2-yl)quinoline-4-carboxylic acid